difluoromethyl-N-(4-chlorophenyl)acetyl-hydrazono chloride FC(F)N(N(Cl)Cl)C(CC1=CC=C(C=C1)Cl)=O